7-bromo-5-chloro-2,3-dihydro-1H-indene-1-ol BrC=1C=C(C=C2CCC(C12)O)Cl